8-chloro-2-(3-fluoro-4-methoxy-phenyl)chromene ClC=1C=CC=C2C=CC(OC12)C1=CC(=C(C=C1)OC)F